4,5,6,7-tetrahydro-1H-isoindole-1,3(2H)-dione C1(NC(C=2CCCCC12)=O)=O